N-[3-[2-(difluoromethoxy)-5-[3-[(oxetan-3-ylamino)methyl]phenoxy]phenyl]-1H-pyrazol-4-yl]pyrazolo[1,5-a]pyrimidine-3-carboxamide FC(OC1=C(C=C(C=C1)OC1=CC(=CC=C1)CNC1COC1)C1=NNC=C1NC(=O)C=1C=NN2C1N=CC=C2)F